6-(4-(3-((1-oxo-1,2-dihydrophthalazin-5-yl)methyl)benzoyl)piperazin-1-yl)nicotinonitrile O=C1NN=CC2=C(C=CC=C12)CC=1C=C(C(=O)N2CCN(CC2)C2=NC=C(C#N)C=C2)C=CC1